The molecule is the (S)-enantiomer of dihydroorotic acid that is an intermediate in the metabolism of pyridine. It has a role as a Saccharomyces cerevisiae metabolite, a human metabolite, an Escherichia coli metabolite and a mouse metabolite. It is a conjugate acid of a (S)-dihydroorotate. It is an enantiomer of a (R)-dihydroorotic acid. C1[C@H](NC(=O)NC1=O)C(=O)O